ClC1=CC=CC2=C1NC(=N2)C2=CC(CC2(CCC)C)=O 3-(7-chloro-1H-benzo[d]imidazol-2-yl)-4-methyl-4-propylcyclopent-2-en-1-one